C(#N)C1=C(COC2=C(C=C(C=C2)NC(=O)C2=CC=CC=3NC=NC32)N3N=NN=C3)C=CC=C1 N-(4-((2-cyanobenzyl)oxy)-3-(1H-tetrazol-1-yl)phenyl)-1H-benzo[d]imidazole-4-carboxamide